C(C)(C)(C)N(C(O)=O)CCCN1N=C(C(=C1)OCC1=CC=CC=C1)C.ClC1=C(C=CC(=C1)F)CC(=O)NC1=CC(=NC=C1)N(C(C)=O)C1=CC(=C(C=C1)OC)F N-{4-[2-(2-chloro-4-fluorophenyl)acetamido]pyridin-2-yl}-N-(3-fluoro-4-methoxyphenyl)acetamide tert-butyl-{3-[4-(benzyloxy)-3-methyl-1H-pyrazol-1-yl]propyl}carbamate